CC1(N=C(NC1=O)C1=NC=CC=C1C(=O)OCCN(C)C)C(C)C 2-(dimethylamino)ethyl 2-[4,5-dihydro-4-methyl-4-(1-methylethyl)-5-oxo-1H-imidazol-2-yl]-3-pyridinecarboxylate